rhodium (ii) octanoate C(CCCCCCC)(=O)[O-].[Rh+2].C(CCCCCCC)(=O)[O-]